ClC1=CC=C(C=C1)C(C(=O)C1=CC=C(C=N1)NC(CC1=CC=C(C=C1)S(=O)(=O)CC)=O)(C)C N-[6-[2-(4-chlorophenyl)-2-methylpropionyl]-3-pyridyl]-2-(4-ethylsulfonylphenyl)acetamide